2-(4-chloro-3-fluorophenoxy)-N-[cis-2-[1-(4-chlorophenyl)-1H-1,2,3-triazol-4-yl]-1,3-dioxan-5-yl]Acetamide ClC1=C(C=C(OCC(=O)N[C@@H]2CO[C@@H](OC2)C=2N=NN(C2)C2=CC=C(C=C2)Cl)C=C1)F